CC1(CCC=C2C1C(=C)CCC2(C)C)C 1,1,5,5-Tetramethyl-4-Methano-2,3,4,6,7,10-Hexahydronaphthalene